methyl 8-chloro-6-(2-fluorophenyl)-4H-imidazo[1,2-a][1,4]benzodiazepine-2-carboxylate ClC=1C=CC2=C(C(=NCC=3N2C=C(N3)C(=O)OC)C3=C(C=CC=C3)F)C1